ClC1=C(C=C2C=C(N=CC2=C1)NC(CC1=NC=CC=C1)=O)C1CCN(CC1)C1(COCC1O)C N-(7-chloro-6-(1-(4-hydroxy-3-methyltetrahydrofuran-3-yl)piperidin-4-yl)isoquinolin-3-yl)-2-(pyridin-2-yl)acetamide